methyl 6-((7-cyclobutoxy-4-oxo-3,4-dihydrophthalazin-1-yl)methyl)picolinate C1(CCC1)OC1=CC=C2C(NN=C(C2=C1)CC1=CC=CC(=N1)C(=O)OC)=O